FC1(C[C@H]([C@H](N(C1)C(=O)OC(C)(C)C)C(=O)OC)C)F (2S,3R)-1-tert-Butyl 2-methyl 5,5-difluoro-3-methylpiperidine-1,2-dicarboxylate